FC=1C=C(C=CC1OC)C1=CN=C2N1C=CN=C2NC2=CC(=C(C(=O)N(C)CCC=1NC=CN1)C=C2)C 4-[[3-(3-fluoro-4-methoxy-phenyl)imidazo[1,2-a]pyrazin-8-yl]amino]-N-[2-(1H-imidazol-2-yl)ethyl]-N,2-dimethyl-benzamide